N1=CC(=CC=C1)CCC#CC=1SC=CN1 (Z)-2-(4-(pyridin-3-yl)but-1-yn-1-yl)thiazole